C1(CC1)C1=NC=NC(=C1C1=NC=C(C(=N1)NCC1=CC=C(C=C1)C=1N(C=C(N1)C(F)(F)F)C(C)C)C#N)OC 4'-cyclopropyl-4-[({4-[1-isopropyl-4-(trifluoromethyl)imidazol-2-yl]phenyl}methyl)amino]-6'-methoxy-[2,5'-bipyrimidine]-5-carbonitrile